NC=1N=CC2=CC(=CC=C2C1)B(O)O (3-aminoisoquinolin-7-yl)boronic acid